FC1(C(COC1)NC(=O)C1=C(OC2=C1C=C(C=C2)OCC2=NC=CC=C2)C)F N-(4,4-difluorotetrahydrofuran-3-yl)-2-methyl-5-(pyridin-2-ylmethoxy)benzofuran-3-carboxamide